C(C)(C)(C)OC(N[C@H](C)C1=C(C(=CC=C1)C#N)C)=O (R)-(1-(3-cyano-2-methylphenyl)ethyl)carbamic acid tert-butyl ester